1-benzyl-1-(2-((2,6-dimethylphenyl)amino)-2-oxoethyl)piperidin-1-ium bromide [Br-].C(C1=CC=CC=C1)[N+]1(CCCCC1)CC(=O)NC1=C(C=CC=C1C)C